FC=1C=C(C=C(C1F)F)P(N(P1C(CCC1C1=CC=CC=C1)C1=CC=CC=C1)CCCC)C1=CC(=C(C(=C1)F)F)F N-(bis(3,4,5-trifluorophenyl)phosphanyl)-N-butyl-2,5-diphenylphospholan-1-amine